(S)-8-(3-(methoxymethyl)-4-methylpiperazin-1-yl)-7,10-dimethyl-1,2,3,4-tetrahydro-5H-chromeno[3,4-c]pyridin-5-one COC[C@@H]1CN(CCN1C)C=1C=C(C2=C(C1C)OC(C=1CNCCC12)=O)C